C(C(=C)C)(=O)OCC/C(/C(=O)O)=C/C(=O)O.C1(=C(O)C(C)=CC=C1C(C)C)[2H] carvacrol-d mono-2-(methacryloyloxy)ETHYL-MALEATE